CC1(CN(C=2C1=NC=CC2)C2=NC(=NC=C2C(=O)OC(C)C)NC2=C(C=C(C(=C2)[N+](=O)[O-])N(C)CCN(C)C)OC)C isopropyl 4-(3,3-dimethyl-2,3-dihydro-1H-pyrrolo[3,2-b]pyridin-1-yl)-2-((4-((2-(dimethylamino)ethyl)(methyl)amino)-2-methoxy-5-nitrophenyl)amino)pyrimidine-5-carboxylate